S1C(=NN=C1)SCC(CSC=1SC=NN1)S 1,3-bis((1,3,4-thiadiazol-2-yl)thio)propane-2-thiol